[Si](C)(C)(C(C)(C)C)OCC(=O)NN ((tert-Butyldimethylsilyl)oxy)acetohydrazide